C(=C)N1N=CC(=C1)C(=O)N 1-vinyl-1H-pyrazole-4-carboxamide